FC1(CN(CCC1)CCOC1=CC=2N(C=C1)C=CN2)F 7-[2-(3,3-difluoropiperidin-1-yl)ethoxy]imidazo[1,2-a]pyridin